CN1C[C@@H](CCC1)CC=1C2=C(C(=NN1)C1=C(C=C(C=C1)C(F)(F)F)O)CCC2 (S)-2-(4-((1-methylpiperidin-3-yl)methyl)-6,7-dihydro-5H-cyclopenta[d]pyridazin-1-yl)-5-(trifluoromethyl)phenol